FC1=C(C(=C(C(=C1[B-](C1=C(C(=C(C(=C1F)F)F)F)F)(C1=C(C(=C(C(=C1F)F)F)F)F)C1=C(C(=C(C(=C1F)F)F)F)F)F)F)F)F.C1(CCCCC1)[NH2+]C1CCCCC1 Bis(cyclohexyl)ammonium tetrakis(pentafluorophenyl)borate